ClC1=CC(=C(C=C1)[C@@H]1OC2=C(C=CC=C2C=C1)C1CCN(CC1)CC1=NC=2C(=NC(=CC2)C(=O)O)N1CC1(CC1)CF)F (R)-2-((4-(2-(4-chloro-2-fluorophenyl)-2H-chromen-8-yl)piperidin-1-yl)methyl)-3-((1-(fluoromethyl)cyclopropyl)methyl)-3H-imidazolo[4,5-b]pyridine-5-carboxylic acid